C(C)(C)C1=C(C(=CC=C1)C(C)C)N1CN(C=C1)CC1=C(C=C(C=C1C)C)C 1-(2,6-diisopropylphenyl)-3-(2,4,6-trimethylbenzyl)-1H-imidazol